C1(CCCC1)NC1=NC(=NC=C1N)C1=CC=C(C=C1)C N4-cyclopentyl-2-(p-tolyl)pyrimidine-4,5-diamine